4-[4-cyano-3-hydroxy-7-(4-trifluoromethyl-phenyl)-quinolin-2-yl]-4-oxo-butyric acid ethyl ester C(C)OC(CCC(=O)C1=NC2=CC(=CC=C2C(=C1O)C#N)C1=CC=C(C=C1)C(F)(F)F)=O